6-(1'H-[1,4'-bipyrazol]-4-yl)-4-((2-cyanophenyl)thio)pyrazolo[1,5-a]pyridine-3-carbonitrile N1(N=CC(=C1)C=1C=C(C=2N(C1)N=CC2C#N)SC2=C(C=CC=C2)C#N)C=2C=NNC2